FC1([C@@H](CN(C1)C1=NOC(C1)C1=C(C(=C(C=C1F)F)F)C1=C(C=CC=C1F)F)NS(=O)(=O)C)F N-{(3R)-4,4-difluoro-1-[5-(2',3,5,6,6'-pentafluoro[1,1'-biphenyl]-2-yl)-4,5-dihydro-1,2-oxazol-3-yl]pyrrolidin-3-yl}methanesulfonamide